C(#N)C1=C(SC2=C1C(=NC=C2F)C=2C1=C(C=3C=NC(=NC3C2F)N2CC(C(C2)N2CCCCC2)OC)COC1)NC(OC(C)(C)C)=O tert-Butyl (3-cyano-7-fluoro-4-(5-fluoro-3-(3-methoxy-4-(piperidin-1-yl)pyrrolidin-1-yl)-7,9-dihydrofuro[3,4-f]quinazolin-6-yl)thieno[3,2-c]pyridin-2-yl)carbamate